Methyl 4-bromo-2-((2-(((tert-butoxycarbonyl)(2-(6-methoxy-3-nitropyridin-2-yl)ethyl)amino)methyl)-3,4-difluorophenyl)amino)-5-fluorobenzoate BrC1=CC(=C(C(=O)OC)C=C1F)NC1=C(C(=C(C=C1)F)F)CN(CCC1=NC(=CC=C1[N+](=O)[O-])OC)C(=O)OC(C)(C)C